2-methyl-3-phenyl-1-(4-(trifluoromethyl)phenyl)propan-1-one CC(C(=O)C1=CC=C(C=C1)C(F)(F)F)CC1=CC=CC=C1